(7R)-8-oxo-7-(2-phenylacetamido)-3-((phenylthio)methyl)-5-thia-1-azabicyclo[4.2.0]oct-2-ene-2-carboxylic acid O=C1[C@H](C2SCC(=C(N12)C(=O)O)CSC1=CC=CC=C1)NC(CC1=CC=CC=C1)=O